N-(4-(2,4-difluorophenoxy)-3-(3-methyl-2-oxo-2,3-dihydrobenzo[d]thiazol-6-yl)phenyl)cyclopropanesulfonamide FC1=C(OC2=C(C=C(C=C2)NS(=O)(=O)C2CC2)C2=CC3=C(N(C(S3)=O)C)C=C2)C=CC(=C1)F